BrC1=CC=C(C=C1)CS(=O)(=O)N (4-bromophenyl)methanesulfonamide